chlorobis(3,5-dimethylphenyl)phosphane ClP(C1=CC(=CC(=C1)C)C)C1=CC(=CC(=C1)C)C